COC1=NC=CC(=C1)C1=CC=CC=2N1N=CC2C=O 7-(2-methoxypyridine-4-yl)pyrazolo[1,5-a]pyridine-3-formaldehyde